Ethyl 4-hydroxy-1-(methoxymethyl)-4-(trifluoromethyl)cyclohexanecarboxylate OC1(CCC(CC1)(C(=O)OCC)COC)C(F)(F)F